C[Si](CS(=O)(=O)C)(C)C trimethyl-(methylsulfonylmethyl)silane